C=1(C(CC=CC1)(C(=O)O)C(=O)O)C1=CC=CC=C1 biphenyl-2,2-dicarboxylic acid